FC=C Fluoroethene